C1(CC1)OC=1C=C(N=NC1C1CC1)N 5-(cyclopropoxy)-6-cyclopropyl-pyridazin-3-amine